5-(3-((4-chloro-5-methoxypyrimidin-2-yl)ethynyl)phenoxy)-1H-1,2,3-triazole-4-carboxylic acid ClC1=NC(=NC=C1OC)C#CC=1C=C(OC2=C(N=NN2)C(=O)O)C=CC1